CN1C2=CC=CC=C2C(C12C=NOC1=C2C2=CC(=CC=C2C=C1)OC(C1=CC=CC=C1)=O)(C)C 1,3,3-trimethyl-9'-benzoyloxy-indolinespironaphthoxazine